methyl 2-(5-((R)-3-((tert-butoxycarbonyl)(cyclopropylmethyl)amino)piperidin-1-yl)pyridin-2-yl)propanoate C(C)(C)(C)OC(=O)N([C@H]1CN(CCC1)C=1C=CC(=NC1)C(C(=O)OC)C)CC1CC1